(rac)-N-butyl-N-(di(thien-2-yl)phosphino)-2,5-diphenylphosphinan-1-amine C(CCC)N(P1C(CCC(C1)C1=CC=CC=C1)C1=CC=CC=C1)P(C=1SC=CC1)C=1SC=CC1